(R)-7-(4-bromo-1H-pyrazol-1-yl)-4-methyl-4-azaspiro[2.5]octane BrC=1C=NN(C1)[C@@H]1CCN(C2(CC2)C1)C